Br(=O)(=O)O.CC1(CC(=NO1)NC(=S)N)C 5,5-dimethyl-4,5-dihydroisoxazole-3-yl-thiourea bromate